NC=1NC(C=2N(C(N(C2N1)[C@@H]1O[C@@H]([C@H]([C@H]1O)F)CO)=O)CC1=CC(=CC=C1)O)=O 2-Amino-9-((2R,3S,4S,5R)-4-fluoro-3-hydroxy-5-(hydroxymethyl)tetrahydrofuran-2-yl)-7-(3-hydroxybenzyl)-7,9-dihydro-1H-purin-6,8-dion